thiazolo[4,5-b]pyridine-6-sulfonyl chloride S1C=NC2=NC=C(C=C21)S(=O)(=O)Cl